2-(2,6-dioxopiperidin-3-yl)-4-(((1-(1-((1-(tri-fluoromethyl)cyclopropyl)methyl)piperidin-4-yl)-1H-pyrazol-4-yl)methyl)amino)isoindoline-1,3-dione O=C1NC(CCC1N1C(C2=CC=CC(=C2C1=O)NCC=1C=NN(C1)C1CCN(CC1)CC1(CC1)C(F)(F)F)=O)=O